5-((1R,5S)-3-(7-(3-hydroxynaphthalen-1-yl)-2-((tetrahydro-1H-pyrrolizin-7a(5H)-yl)methoxy)quinazolin-4-yl)-3,8-diazabicyclo[3.2.1]octane-8-carbonyl)-2,4-dihydro-3H-1,2,4-triazol-3-one OC=1C=C(C2=CC=CC=C2C1)C1=CC=C2C(=NC(=NC2=C1)OCC12CCCN2CCC1)N1C[C@H]2CC[C@@H](C1)N2C(=O)C=2NC(NN2)=O